L-3,4-Dihydroxyphenyl-alanin OC=1C=C(C=CC1O)N[C@@H](C)C(=O)O